((1-(5-((3-(azetidin-3-ylamino)-2-chlorophenyl) thio) pyrazin-2-yl)-4-methylpiperidin-4-yl) methyl) carbamate C(N)(OCC1(CCN(CC1)C1=NC=C(N=C1)SC1=C(C(=CC=C1)NC1CNC1)Cl)C)=O